CN1C(N(C2=C1C=NC(=C2C2=CC=CC=C2)C)CC2=C(C=C(C=N2)S(=O)(=O)N)F)=O 6-((3,6-dimethyl-2-oxo-7-phenyl-2,3-dihydro-1H-imidazo[4,5-c]pyridin-1-yl)methyl)-5-fluoropyridine-3-sulfonamide